ClC1=NC2=CC=CC=C2C(=N1)NC=1N=CN(C1)C1=CC(=C(C(=C1)OC)OC)OC 2-chloro-N-(1-(3,4,5-trimethoxyphenyl)-1H-imidazol-4-yl)quinazolin-4-amine